ClC=1C=CC=2N(C1)C=C(N2)C(=O)N2[C@H](CCC2)C=2SC=C(N2)C(=O)OCC (R)-ethyl 2-(1-(6-chloroimidazo[1,2-a]pyridine-2-carbonyl)pyrrolidin-2-yl)thiazole-4-carboxylate